N1N=CC2=CC(=CC=C12)C#CC1=NC(=NC=C1)C1=NC(=NC=C1)NCC=1C(=NC=CC1C)F 4-((1H-Indazol-5-yl)ethynyl)-N-((2-fluoro-4-methylpyridin-3-yl)methyl)-[2,4'-bipyrimidin]-2'-amine